2-(3-Methyl-6-prop-1-en-2-ylcyclohex-2-en-1-yl)-5-pentyl-3-(trifluoromethoxy)phenol CC1=CC(C(CC1)C(=C)C)C1=C(C=C(C=C1OC(F)(F)F)CCCCC)O